C(C1=CC=CC=C1)OCC/C=C/C1CCC(CC1)OC1=C(C(=CC=C1)Br)C(F)(F)F 1-(((1r,4r)-4-((E)-4-(benzyloxy)but-1-en-1-yl)cyclohexyl)oxy)-3-bromo-2-(trifluoromethyl)benzene